2,6-Dihydroxyanthraquinone OC1=CC=2C(C3=CC=C(C=C3C(C2C=C1)=O)O)=O